((3-((perfluorophenoxy)carbonyl)quinolin-6-yl)methyl)phosphonic acid FC1=C(OC(=O)C=2C=NC3=CC=C(C=C3C2)CP(O)(O)=O)C(=C(C(=C1F)F)F)F